4-fluoro-3-iodo-1-tetrahydropyran-2-yl-indazol-5-ol FC1=C2C(=NN(C2=CC=C1O)C1OCCCC1)I